O=C1C=2NC=NC2N2C(N1CCC)=NC=C2 4-oxo-5-propyl-3H-imidazo[2,1-b]purin